FC(=C)[SiH2]C(C1=CC=CC=C1)C1=CC=CC=C1 1-fluoro-1-(diphenylmethylsilyl)ethylene